5-[3-(2-bromophenyl)-1,2,4-oxadiazol-5-yl]-1-(oxan-4-yl)-1H-1,2,3-benzotriazole BrC1=C(C=CC=C1)C1=NOC(=N1)C1=CC2=C(N(N=N2)C2CCOCC2)C=C1